2-{[4-(1-cyanocyclopropyl)phenyl]amino}-4-[(1,2,3,4-tetrahydroisoquinolin-5-yl)amino]pyrimidine-5-carboxamide C(#N)C1(CC1)C1=CC=C(C=C1)NC1=NC=C(C(=N1)NC1=C2CCNCC2=CC=C1)C(=O)N